1-[(1S,3R)-3-[[tert-Butyl(dimethyl)silyl]oxymethyl]-5-[cis-2-(2-hydroxy-2-methyl-propyl)cyclopropyl]-1-methyl-3,4-dihydro-1H-isoquinolin-2-yl]-2-(2,6-dichlorophenyl)ethanone [Si](C)(C)(C(C)(C)C)OC[C@@H]1N([C@H](C2=CC=CC(=C2C1)[C@H]1[C@H](C1)CC(C)(C)O)C)C(CC1=C(C=CC=C1Cl)Cl)=O